C(=O)C1CCC(CC1)CNC(OC(C)(C)C)=O tert-butyl N-[(4-formylcyclohexyl) methyl]carbamate